FC1=C(C=CC(=C1)F)[C@]([C@@H](C)N1CCC(CC1)=CC(=O)NC1=CC=C(C=C1)Cl)(CN1N=CN=C1)O 2-(1-((2R,3R)-3-(2,4-difluorophenyl)-3-hydroxy-4-(1H-1,2,4-triazol-1-yl)-2-butyl)piperidin-4-ylidene)-N-(4-chlorophenyl)acetamide